2-Methyl-6-(3'-(2-(Tetrahydro-2H-pyran-4-yl)ethoxy)-[1,1'-Biphenyl]-4-yl)-1H-benzo[d]Imidazol CC1=NC2=C(N1)C=C(C=C2)C2=CC=C(C=C2)C2=CC(=CC=C2)OCCC2CCOCC2